C(C=CCCCCC)(=O)O Oct-enoic acid